1-ethyl-3-1-butyl-3-methylimidazolium iodide [I-].C(C)N1C[N+](C=C1)(C)CCCC